7-(4-{4-[4-({4-[5-(2,4-Dioxo-1,3-diazinan-1-yl)-1H-indol-1-yl]piperidin-1-yl}methyl)piperidin-1-yl]phenyl}piperidin-1-yl)-4-fluoro-1H-indole-3-carbonitrile O=C1N(CCC(N1)=O)C=1C=C2C=CN(C2=CC1)C1CCN(CC1)CC1CCN(CC1)C1=CC=C(C=C1)C1CCN(CC1)C=1C=CC(=C2C(=CNC12)C#N)F